tert-butyl (1-((4-amino-2-((methylsulfonyl)methyl)phenoxy)methyl)cyclopropyl)carbamate NC1=CC(=C(OCC2(CC2)NC(OC(C)(C)C)=O)C=C1)CS(=O)(=O)C